N-((3R,4S)-4-((6-(2,6-difluoro-3,5-dimethoxyphenyl)-8-(3,3-difluoro-azetidin-1-yl)pyrido[3,4-d]pyrimidin-2-yl)amino)tetrahydro-furan-3-yl)acrylamide FC1=C(C(=C(C=C1OC)OC)F)C1=CC2=C(N=C(N=C2)N[C@H]2[C@H](COC2)NC(C=C)=O)C(=N1)N1CC(C1)(F)F